CC=1N(N=C2C3=C(C(C(C12)=O)=O)C=CC=C3)S(=O)(=O)C3=CC=C(C=C3)[N+](=O)[O-] 3-methyl-2-(4-nitrobenzenesulfonyl)-2H-benzo[g]indazole-4,5-dione